tert-Butyl 3-((4-(1-(methoxyimino)propyl)thiazol-2-yl)(trimethylsilyloxy)methyl)-1H-indole-1-carboxylate CON=C(CC)C=1N=C(SC1)C(C1=CN(C2=CC=CC=C12)C(=O)OC(C)(C)C)O[Si](C)(C)C